N[C@@H](CC(=O)O)C(=O)O |r| racemic-D,L-aspartic acid